FC1=C(C=C(C=C1)F)[C@H]1N(CCNC1)C(=O)N1CC2(CCCC2)[C@](CC1)(OC)CN1C=NC(=CC1=O)C1=C(C=CC=C1)OC 3-(((S)-7-((R)-2-(2,5-difluorophenyl)piperazine-1-carbonyl)-10-methoxy-7-azaspiro[4.5]dec-10-yl)methyl)-6-(2-methoxyphenyl)pyrimidin-4(3H)-one